1-(4-(7-(2,4-difluoro-phenyl)-6-(trifluoro-methyl)quinazolin-4-yl)piperazin-1-yl)prop-2-en-1-one FC1=C(C=CC(=C1)F)C1=C(C=C2C(=NC=NC2=C1)N1CCN(CC1)C(C=C)=O)C(F)(F)F